N1(C=NC=C1)CCCN(CCC[Si](OCC)(CC)CC)CCC[Si](OCC)(CC)CC N-(3-(1H-imidazol-1-yl)propyl)-3-(diethylethoxysilyl)-N-(3-(diethylethoxysilyl)propyl)propan-1-amine